2-chloro-4-(4-chloro-3-(2-methoxyethoxy)phenyl)-5-isobutylthiazole ClC=1SC(=C(N1)C1=CC(=C(C=C1)Cl)OCCOC)CC(C)C